C(C)C1=CC2=C(C3=CC=CC=C3C(=C2C=C1)OCCCC)OCCCC 2-ethyl-9,10-dibutoxyanthracene